2-chloro-7,7-dimethyl-7,8-dihydro-5H-pyrano[3,4-b]pyrazin-5-one ClC=1N=C2C(=NC1)C(OC(C2)(C)C)=O